N1(CCCC1)C(=O)OC1=CC(=C(C=C1)C(\C=C\C1=CC=C(C=C1)N1CCCC1)=O)O [3-Hydroxy-4-[(E)-3-(4-pyrrolidin-1-ylphenyl)prop-2-enoyl]phenyl] pyrrolidine-1-carboxylate